BrC1=CC=C2C(=N1)C(=CN2)NC2=NC1=C(N2)C=CC(=C1)OC1=CC=C(C=C1)N(C)C N-(5-bromo-1H-pyrrolo[3,2-b]pyridin-3-yl)-5-[4-(dimethylamino)phenoxy]-1H-benzo[d]imidazol-2-amine